O-Ethyl S-1-Methoxyhexan-3-Yl Carbonothioate C(OCC)(SC(CCOC)CCC)=O